(S)-N-(3-(2-(((1S,4R)-4-hydroxy-4-methylcyclohexyl)amino)-6-morpholinylpyridin-4-yl)-4-methylphenyl)-3-(2,2,2-trifluoroethyl)pyrrolidine-1-carboxamide OC1(CCC(CC1)NC1=NC(=CC(=C1)C=1C=C(C=CC1C)NC(=O)N1C[C@@H](CC1)CC(F)(F)F)N1CCOCC1)C